C(C)OC(=O)C=1OC(=CC1)COC(C)=O 5-(acetoxymethyl)furan-2-carboxylic acid ethyl ester